ClC1=NC=C(C(=C1)N1CCN(CC1)S(=O)(=O)CC)C#CC=1C=NN(C1)C 1-(2-chloro-5-((1-methyl-1H-pyrazol-4-yl)ethynyl)pyridin-4-yl)-4-(ethylsulfonyl)piperazine